2-(6-ethyl-7-(4-(5-hydroxy-6-methylpyrimidine-4-carbonyl)piperazin-1-yl)-2-(methylamino)-8-oxopyrido[2,3-b]pyrazin-5(8H)-yl)acetamide C(C)C1=C(C(C=2C(=NC=C(N2)NC)N1CC(=O)N)=O)N1CCN(CC1)C(=O)C1=NC=NC(=C1O)C